4-(3,5-Dimethoxy-4-[1-Oxa-4,9-Diazaspiro[5.5]Undecan-9-Ylmethyl]Phenyl)-7-HydroXy-2-Methylisoquinolin-1-One COC=1C=C(C=C(C1CN1CCC2(CNCCO2)CC1)OC)C1=CN(C(C2=CC(=CC=C12)O)=O)C